2-hydroxy-2-methylpropione OC(C)(C(=O)CC)C